ethyl 6-(2-chloro-5-fluoropyrimidin-4-yl)-8-fluoro-4-isopropylquinoline-3-carboxylate ClC1=NC=C(C(=N1)C=1C=C2C(=C(C=NC2=C(C1)F)C(=O)OCC)C(C)C)F